methyl 5-(4,5-difluoro-2-hydroxyphenyl)-1-methyl-6-oxopyridine-3-carboxylate FC1=CC(=C(C=C1F)C1=CC(=CN(C1=O)C)C(=O)OC)O